C(C=C)(=O)[O-].[Cu+2].[Zn+2].C(C=C)(=O)[O-].C(C=C)(=O)[O-].C(C=C)(=O)[O-] Zinc copper acrylate